FC1=NC(=CC(=C1)N(C=1SC(=C(N1)C(=O)NC1C(CC1)(C)C)C)C(COC)=O)F 2-[(2,6-difluoro-4-pyridinyl)-(2-methoxyacetyl)amino]-N-(2,2-dimethylcyclobutyl)-5-methyl-thiazole-4-carboxamide